[2-(aminomethyl)butyl]benzene NCC(CC1=CC=CC=C1)CC